C(C)(C)(C)OC(=O)N1C[C@H]([C@H](C1)OC)CO |o1:9,10| rel-cis-tert-butyl-3-(hydroxymethyl)-4-methoxypyrrolidine-1-carboxylate